C(C(C)(C)C)(=O)OC1=CC2=C(C(=C(CCC2)C2=C(C=C(C=C2)Cl)Cl)OS(=O)(=O)C(F)(F)F)C=C1 8-(2,4-dichlorophenyl)-9-(((trifluoromethyl)sulfonyl)oxy)-6,7-dihydro-5H-benzo[7]annulen-3-yl pivalate